C1(CC1)CNCC=1C=CC=2N(C1)C=C(N2)CNC(=O)C=2N=C1N(C(C2)=O)C=CC=C1 N-[(6-{[(cyclopropyl-methyl)amino]methyl}imidazo[1,2-a]pyridin-2-yl)methyl]-4-oxo-4H-pyrido[1,2-a]pyrimidine-2-carboxamide